2,6-Bis(indolo[3,2,1-jk]carbazol-2-yl)anilineMethanol C1=C2C=3C=CC=CC3N3C2=C(C=C1C1=C(NCO)C(=CC=C1)C=1C=C2C=4C=CC=CC4N4C2=C(C1)C1=CC=CC=C14)C1=CC=CC=C13